C(C)(C)(C)C1(SC(C(C1C)(C(=O)O)C)NC(C(CC)C1=CC(=CC(=C1)F)F)=O)C(=O)O 2-Tert-butyl-4-methyl-5-(2-(3,5-difluorophenyl)butyrylamino)-3-methylthiophene-2,4-dicarboxylic acid